C1(CC12CCN(CC2)C(=O)O)C(=O)O.C(CC)OC(C=C)=O.C(C)N monoethylamine propyl-acrylate 6-azaspiro[2.5]octane-1,6-dicarboxylate